COC=1C=NC(=NC1)N 5-methoxypyrimidin-2-amine